[Br-].C(CCC)[N+]1=CC=CC=C1 N-butylpyridinium bromide salt